2-(5-fluoro-6-((4-methylthiazol-5-yl)oxy)pyridin-3-yl)-5-phenyl-2,5,6,7-tetrahydro-3H-pyrrolo[2,1-c][1,2,4]triazol-3-one FC=1C=C(C=NC1OC1=C(N=CS1)C)N1N=C2N(C1=O)C(CC2)C2=CC=CC=C2